3-(1-aminocyclobutyl)benzoic acid methyl ester COC(C1=CC(=CC=C1)C1(CCC1)N)=O